N-(2,2-difluoroethyl)-5-fluoro-2-[1-fluoro-3-methyl-6-(1-{[(1r,4r)-4-ethylsulfonylaminocyclohexyl]methyl}-azetidin-3-yl)imidazo[1,5-a]pyridin-8-yl]-N-(isopropyl)benzamide FC(CN(C(C1=C(C=CC(=C1)F)C=1C=2N(C=C(C1)C1CN(C1)CC1CCC(CC1)NS(=O)(=O)CC)C(=NC2F)C)=O)C(C)C)F